tert-Butyl (2-(4-bromothiophen-2-yl)-2-phenylethyl)((1r,4r)-4-((tert-butoxycarbonyl)amino)-cyclohexyl)carbamate BrC=1C=C(SC1)C(CN(C(OC(C)(C)C)=O)C1CCC(CC1)NC(=O)OC(C)(C)C)C1=CC=CC=C1